O1COC2=C1C=CC(=C2)N(C(=O)C=2C=C(C=CC2)N2N=CC(=C2C)Cl)C 1-[3-[1,3-Benzodioxol-5-yl(methyl)carbamoyl]phenyl]-4-chloro-5-methylpyrazol